4-isopropoxy-N-(4-(1-methyl-1H-pyrazol-5-yl)quinolin-8-yl)benzamide C(C)(C)OC1=CC=C(C(=O)NC=2C=CC=C3C(=CC=NC23)C2=CC=NN2C)C=C1